(1S,5R)-9,9-difluoro-2,7-diazabicyclo[3.3.1]nonan FC1([C@H]2NCC[C@@H]1CNC2)F